perfluoro stearate C(CCCCCCCCCCCCCCCCC)(=O)OF